N(=[N+]=[N-])C=1C(=NC(=CC1)C)C 3-azido-2,6-dimethylpyridine